C1(CC1)C=1N=C2N(N=C(C=C2N2CC(C(C2)(C)C)(F)F)C=2C(=NC(=NC2)OC)OC)C1 2-cyclopropyl-8-(3,3-difluoro-4,4-dimethyl-pyrrolidin-1-yl)-6-(2,4-dimethoxypyrimidin-5-yl)imidazo[1,2-b]pyridazine